C(CCC)C(C=CC(=O)O)C(CCCC)CCCC 4,5-dibutylnon-2-enoic acid